Tri-isopropyl-silane C(C)(C)[SiH](C(C)C)C(C)C